tert-butyl 4-[4-[[8-bromo-6-(2-fluoro-6-methyl-phenyl)-5-oxo-pyrido[4,3-d]pyrimidin-2-yl]amino]pyrazol-1-yl]piperidine-1-carboxylate BrC1=CN(C(C2=C1N=C(N=C2)NC=2C=NN(C2)C2CCN(CC2)C(=O)OC(C)(C)C)=O)C2=C(C=CC=C2C)F